N1(N=CC=C1)C1=CC=C(C=C1)C1=CC(=NN1)NC1=C(C=C(C=C1)NC(CO)=O)C N-(4-((5-(4-(1H-pyrazol-1-yl)phenyl)-1H-pyrazol-3-yl)amino)-3-methylphenyl)-2-hydroxyacetamide